C1=CC=CC=2C=3C(=CC=CC3NC12)N carbazol-5-amine